5-(benzyloxy)-1-(2-(2-bromoethoxy)ethyl)-2,3-dihydro-1H-pyrido[2,1-f][1,2,4]triazine-4,6-dione C(C1=CC=CC=C1)OC=1C(C=CN2N(CNC(C21)=O)CCOCCBr)=O